tert-butyl 3-[7-[3-chloro-2-cyclopropyl-5-(methoxymethoxy)phenyl]-8-fluoro-2-[(1-formylcyclopropyl)methoxy]pyrido[4,3-d]pyrimidin-4-yl]-3,8-diazabicyclo[3.2.1]octane-8-carboxylate ClC=1C(=C(C=C(C1)OCOC)C1=C(C=2N=C(N=C(C2C=N1)N1CC2CCC(C1)N2C(=O)OC(C)(C)C)OCC2(CC2)C=O)F)C2CC2